C(C1=CC=CC=C1)[C@@H]1N=C(OC1)[C@H]([C@H](CC)C)NC(C)=O N-((1S,2S)-1-((S)-4-benzyl-4,5-dihydrooxazol-2-yl)-2-methylbutyl)acetamide